P(Cl)(Cl)OC(COC(C=C)(C)C)COCC#C 1-(1,1-dimethylallyloxy)-3-(propargyloxy)-2-propanol dichlorophosphite